2-azanyl-N-[2,2,2-tris(fluoranyl)ethyl]acetamide NCC(=O)NCC(F)(F)F